C(C#CC)(=O)NCCCNC1=NC=CC(=C1)NC=1C(=NC(=C(N1)NC1CCOCC1)CC)C(=O)N 3-((2-((3-(But-2-ynamido)propyl)amino)pyridin-4-yl)amino)-6-ethyl-5-((tetrahydro-2H-pyran-4-yl)amino)pyrazine-2-carboxamide